C(CCCCCCC)OCCNCCN N-(octyloxyethyl)-1,2-diaminoethane